C1=CC=CC=2C3=CC=CC=C3C(=CC12)N(C1=CC=C(C=C1)C=CC1=CC=C(C=C1)N(C1=CC=CC=C1)C=1C2=CC=CC=C2C=2C=CC=CC2C1)C1=CC=CC=C1 N,N'-di(9-phenanthryl)-N,N'-diphenyl-4,4'-diaminostilbene